4-(4-(6-propenoyl-2,6-diazaspiro[3.3]heptan-2-yl)phenyl)-6-(1-(2,2-difluoroethyl)-1H-pyrazol-4-yl)pyrazolo[1,5-a]pyridine-3-carbonitrile C(C=C)(=O)N1CC2(CN(C2)C2=CC=C(C=C2)C=2C=3N(C=C(C2)C=2C=NN(C2)CC(F)F)N=CC3C#N)C1